((2R,5R)-5-ethylpiperazin-2-yl)methanol C(C)[C@H]1NC[C@@H](NC1)CO